(3',5'-di-tert-butyl-4-hydroxylphenyl) propionate C(CC)(=O)OC1=CC(=C(C(=C1)C(C)(C)C)O)C(C)(C)C